(9S)-9-methyl-8,11,14-trioxa-4,5,19,20-tetraazatetracyclo[13.5.2.12,5.018,21]tricosa-1(20),2(23),3,15(22),16,18(21)-hexaene C[C@@H]1OCCN2N=CC(C3=NNC=4C=CC(OCCOC1)=CC34)=C2